The molecule is a glycosyl alditol consisting of galactitol having a beta-D-galactosyl-(1->4)-N-acetyl-beta-D-glucosaminyl group attached at the 6-position. It derives from a galactitol. CC(=O)N[C@@H]1[C@H]([C@@H]([C@H](O[C@H]1OC[C@H]([C@@H]([C@@H]([C@H](CO)O)O)O)O)CO)O[C@H]2[C@@H]([C@H]([C@H]([C@H](O2)CO)O)O)O)O